N-methyl-6-(methyl-d3)-5-(piperazin-1-yl)picolinamide CNC(C1=NC(=C(C=C1)N1CCNCC1)C([2H])([2H])[2H])=O